tert-Butyl 6-(1-methyl-5-(trifluoromethyl)-1H-pyrazol-4-yl)-2-azaspiro[3.4]oct-6-ene-2-carboxylate CN1N=CC(=C1C(F)(F)F)C=1CC2(CN(C2)C(=O)OC(C)(C)C)CC1